5-(1-(4-fluorophenyl)vinyl)-6-((2-(pyrrolidin-1-yl)ethyl)amino)nicotinic acid methyl ester COC(C1=CN=C(C(=C1)C(=C)C1=CC=C(C=C1)F)NCCN1CCCC1)=O